CC(C)(OC(=O)C1C2C=CC(C1C(=O)OC(C)(C)OCC(C)C)C2)OCC(C)C 2,3-bis(1-methyl-1-isobutoxyethoxycarbonyl)-5-norbornene